5-{2-[(3-exo)-8-Azabicyclo[3.2.1]oct-3-ylamino][1,3]thiazolo[4,5-c]pyridin-6-yl}-2-methyl-2H-indazol-7-carbonitril-Hydrochlorid Cl.C12CC(CC(CC1)N2)NC=2SC1=C(C=NC(=C1)C1=CC3=CN(N=C3C(=C1)C#N)C)N2